(S)-2-bromo-7-isopropyl-6,7-dihydropyrazolo[1,5-a]pyrazin-4(5H)-one BrC1=NN2C(C(NC[C@@H]2C(C)C)=O)=C1